ClC=1C=C(C=NC1)N[C@@H]1[C@H]([C@@H](N(C2=CC=CC=C12)C(C)=O)C)C ((2S,3R,4R)-4-((5-chloropyridin-3-yl)amino)-2,3-dimethyl-3,4-dihydroquinolin-1(2H)-yl)ethanone